N1C(=NC2=C1C=CC=C2)CNCCCCNC2CCCC=1C=CC=NC21 N-(1H-benzimidazol-2-ylmethyl)-N'-(5,6,7,8-tetrahydro-quinolin-8-yl)-butane-1,4-diamine